7-chloro-1-methyl-4-(5,6,7,8-tetrahydroquinolin-3-ylmethyl)benzoimidazol-2-amine hydrochloride Cl.ClC1=CC=C(C2=C1N(C(=N2)N)C)CC=2C=NC=1CCCCC1C2